FC=1C=C(C=CC1C(F)(F)F)NC1=C(C=C(C=C1)C(C(=O)N)=C)C=1N=CN(C1)C (4-((3-fluoro-4-(trifluoromethyl)phenyl)amino)-3-(1-methyl-1H-imidazol-4-yl)phenyl)acrylamide